C1(=CC=CC=2CCCCC12)O 5,6,7,8-tetrahydronaphthalen-1-ol